C(=O)O.NC1=C(C(N(C(=N1)N1CCC2([C@@H]([C@@H](OC2)C)N)CC1)C)=O)SC1=C(C=2N(C=C1)N=CC2)Cl 6-Amino-2-((3S,4S)-4-amino-3-methyl-2-oxa-8-azaspiro[4.5]decan-8-yl)-5-((4-chloropyrazolo[1,5-a]pyridine-5-yl)thio)-3-methylpyrimidin-4(3H)-one formate